P1(CC=CC=2C3=CC=CC=C3C=CC12)CCCCCCCCCC(N)N phosphaphenanthrene-decanediamine